C1(=CCC1)P(O)(=O)CCCCCCCC cyclobutenyl-octyl-phosphinic acid